C1(=CC=CC=C1)[Sn]1(C[Sn](O[SiH](O[Si](O[Si](O1)(C1=CC=CC=C1)C1=CC=CC=C1)(C1=CC=CC=C1)C1=CC=CC=C1)C1=CC=CC=C1)(C1=CC=CC=C1)C1=CC=CC=C1)C1=CC=CC=C1 1,1,3,3,5,7,7,9,9-nonaphenyl-4,6,8,10-tetraoxa-1,3-distanna-5,7,9-trisilacyclodecane